tert-butyl-4-(4-(4'-acetamido-3'-fluoro-2-methoxy-5-(methylcarbamoyl)-[1,1'-biphenyl]-3-yl)pyridin-2-yl)piperazine C(C)(C)(C)N1CCN(CC1)C1=NC=CC(=C1)C=1C(=C(C=C(C1)C(NC)=O)C1=CC(=C(C=C1)NC(C)=O)F)OC